2-((1-methyl-3-(oxetan-3-yloxy)-1H-pyrazol-4-yl)amino)-7-(tetrahydro-2H-pyran-4-yl)-7H-pyrrolo[2,3]pyrimidine-6-carbonitrile CN1N=C(C(=C1)NC1=NC2=C(C=N1)N=C(C2C2CCOCC2)C#N)OC2COC2